BrC1=CC2=C(N=C(S2)C2CCC(CC2)C(OC)OC)C=C1OC(C)C 6-bromo-2-(4-(dimethoxymethyl)cyclohexyl)-5-isopropoxybenzo[d]thiazole